CC(C(=O)C1=CC=C(C=C1)SC)(C)C1=CC=CC=C1 2-methyl-1-[4-(methylthio)phenyl]-2-phenylpropane-1-one